C(#N)C1=CC(=C(C=C1F)NS(=O)(=O)C1=CNC=C1CC1=CC=C(C=C1)F)F N-(4-cyano-2,5-difluorophenyl)-4-[(4-fluorophenyl)methyl]-1H-pyrrole-3-sulfonamide